(R)-4-(3-((6-(3-((3-Ethoxypyridin-2-yl)oxy)piperidin-1-yl)pyrazin-2-yl)amino)-3-oxopropyl)bicyclo[2.2.2]octan C(C)OC=1C(=NC=CC1)O[C@H]1CN(CCC1)C1=CN=CC(=N1)NC(CCC12CCC(CC1)CC2)=O